C(C)OC(C1=CN=C(C(=C1N1C[C@@](CC1)(C)NC(=O)OC(C)(C)C)Br)C)=O (S)-5-bromo-4-(3-((tert-Butoxycarbonyl)amino)-3-methylpyrrolidin-1-yl)-6-methylnicotinic acid ethyl ester